tert-butyl 5-[5-chloro-6-[[4-methyl-6-(methylamino)pyrimidin-2-yl]amino]-1,3-benzodioxol-4-yl]-2-methyl-2,3,4,7-tetrahydroazepine-1-carboxylate ClC1=C(C2=C(OCO2)C=C1NC1=NC(=CC(=N1)C)NC)C=1CCC(N(CC1)C(=O)OC(C)(C)C)C